COC1=C(C=C(C=C1)C1=C(N=C(S1)NC(CCCC)=O)C)S(=O)(=O)NCCC(=O)O 3-((2-methoxy-5-(4-methyl-2-valeramidothiazole-5-yl)phenyl)sulfonamido)propionic acid